N-((5-(N-((4-ethyl-4,5-dihydro-1H-pyrazol-1-yl)(ethylamino)methylene)sulfamoyl)thiophen-2-yl)methyl)benzamide C(C)C1C=NN(C1)C(=NS(=O)(=O)C1=CC=C(S1)CNC(C1=CC=CC=C1)=O)NCC